C(CCC)SC1=CC(=C(CCNO)C=C1OC)OC 4-(s)-butylthio-2,5-dimethoxy-N-hydroxyphenethylamine